OC(=O)C(F)(F)F.C1(CCCCC1)C=1N=CC(=NC1)CN(C(=O)[C@@H]1NCC1)C=1C=NC=CC1 (R)-N-((5-cyclohexylpyrazin-2-yl)methyl)-N-(pyridin-3-yl)azetidine-2-carboxamide TFA salt